butyl (R)-2-(3-(methoxycarbonyl)bicyclo[1.1.1]pentan-1-yl)-3-oxohexahydroimidazo[1,5-a]pyrazine-7(1H)-carboxylate COC(=O)C12CC(C1)(C2)N2C(N1[C@@H](CN(CC1)C(=O)OCCCC)C2)=O